1-isopropyl-3,3,5,7-tetramethyl-octahydrobenzo[c]isoxazole C(C)(C)N1OC(C2C1C(CC(C2)C)C)(C)C